((cyclopropylamino)methyl)azetidine-1-carboxylic acid tert-butyl ester C(C)(C)(C)OC(=O)N1C(CC1)CNC1CC1